COC(=O)C=1C=C2C=CC3(CNCC3)OC2=CC1C(=O)O Spiro[chromene-2,3'-pyrrolidine]-6,7-dicarboxylic acid methyl ester